N4-methyl-N2-[5-(trifluoromethoxy)-1H-indazol-6-yl]-5-(trifluoromethyl)pyrimidine-2,4-diamine CNC1=NC(=NC=C1C(F)(F)F)NC1=C(C=C2C=NNC2=C1)OC(F)(F)F